S-Methyl-4-((2-hydroxyethyl)(methyl)amino)-4-methylpent-2-ynethioat CS=C(C#CC(C)(C)N(C)CCO)[O-]